N-[(1S)-1-[4-[4-(oxetan-3-yl)triazol-1-yl]phenyl]ethyl]thieno[2,3-d]pyrimidin-4-amine O1CC(C1)C=1N=NN(C1)C1=CC=C(C=C1)[C@H](C)NC=1C2=C(N=CN1)SC=C2